O=C(C(=O)OCC)CC(C1=CC=C(C=C1)C#N)=O ethyl 2,4-dioxo-4-p-cyanophenylbutyrate